C1(=CC=CC=C1)C1=C(SC=C1)CS(=O)(=O)C1=CC=C(C=C1)C(F)(F)F phenyl-(((4-(trifluoromethyl)phenyl)sulfonyl)methyl)thiophene